6-Methyl-3-(3-(2-oxa-8-azaspiro[4.5]dec-8-ylmethyl)phenyl)-1-tosyl-1H-pyrrolo[2,3-c]pyridin-7(6H)-one CN1C(C2=C(C=C1)C(=CN2S(=O)(=O)C2=CC=C(C)C=C2)C2=CC(=CC=C2)CN2CCC1(CCOC1)CC2)=O